N-(2,3-difluorobenzoyl)-O-(trans-3-(2-(5,6,7,8-tetrahydro-1,8-naphthyridin-2-yl)ethyl)cyclobutyl)homoserine FC1=C(C(=O)N[C@@H](CCO[C@@H]2C[C@H](C2)CCC2=NC=3NCCCC3C=C2)C(=O)O)C=CC=C1F